CC=1C(=C2C=NNC2=CC1)N1CC2=CC=C(C=C2C1)C1CN(C1)C(C=C)=O 1-(3-(2-(5-methyl-1H-indazol-4-yl)isoindolin-5-yl)azetidin-1-yl)prop-2-en-1-one